C1OCC2CN(CCC21)CC#CC2=NC=CC(=C2)N2C1CN(CC2CC1)C=1C=C(N=NC1N)C1=C(C=CC=C1)O 2-[5-[8-[2-[3-(3,3a,4,6,7,7a-hexahydro-1H-furo[3,4-c]pyridin-5-yl)prop-1-ynyl]-4-pyridyl]-3,8-diazabicyclo[3.2.1]octan-3-yl]-6-amino-pyridazin-3-yl]phenol